(S)-2-Amino-4-(3-((2,6-dimethylidenetetrahydro-1H-pyrrolizin-7a(5H)-yl)methoxy)-5-fluoro-7,9-dihydrofuro[3,4-f]quinazolin-6-yl)-7-fluorobenzo[b]thiophene-3-carbonitrile NC1=C(C2=C(S1)C(=CC=C2C=2C1=C(C=3C=NC(=NC3C2F)OCC23CC(CN3CC(C2)=C)=C)COC1)F)C#N